FC(C1=NN=C(O1)C=1C=CC(=NC1)CN1C(N(C2(C1=O)CCN(CC2)C(=O)OC(C)(C)C)C2=CC(=CC=C2)F)=O)F tert-butyl 3-((5-(5-(difluoromethyl)-1,3,4-oxadiazol-2-yl)pyridin-2-yl)methyl)-1-(3-fluorophenyl)-2,4-dioxo-1,3,8-triazaspiro[4.5]decan-8-carboxylate